5-bromo-6-methyl-2-oxo-1-phenyl-1,2-dihydropyridine BrC=1C=CC(N(C1C)C1=CC=CC=C1)=O